Cl.OCC=1N=CNC1 4-(Hydroxymethyl)-1H-imidazole hydrochloride